2,2,2-Trifluoro-1-(3-nitrophenyl)ethan-1-one FC(C(=O)C1=CC(=CC=C1)[N+](=O)[O-])(F)F